COC(CC1C(C1C=1C(CCC1C)=O)(C)C)OC 2-(3-(2,2-dimethoxyethyl)-2,2-dimethylcyclopropyl)-3-methylcyclopent-2-en-1-one